C(C)C(C(=O)OCCOCC(CCCC)CC)(C(C(F)F)=O)C 2-((2-ethylhexyl)oxy)ethan-1-ol ethyl-4,4-difluoro-2-methyl-3-oxo-butanoate